CC=1C(NC(NC1)=O)=O 5-methyl-1H-pyrimidine-2,4-dione